6-amino-7-(3-hydroxy-2,6-dimethylphenyl)-7H-pyrrolo[2,3-d]pyrimidine NC1=CC2=C(N=CN=C2)N1C1=C(C(=CC=C1C)O)C